FC=1C(=CC2=C(NC=N2)C1)NC=1N=NC(=CC1)C (6-fluoro-1H-benzimidazol-5-yl)-(6-methylpyridazin-3-yl)amine